(E)-1-(2,6,6-trimethylcyclohex-1-en-1-yl)but-2-en-1-one undecan-6-yl-8-[(3-aminopropyl)[8-oxo-8-(undecan-6-yloxy)octyl]amino]octanoate CCCCCC(CCCCC)OC(CCCCCCCN(CCCCCCCC(OC(CCCCC)CCCCC)=O)CCCN)=O.CC1=C(C(CCC1)(C)C)C(\C=C\C)=O